C(C)(C)N(C(C)C)P(C1=CC=CC=C1)N1CCCC1 diisopropylamino-pyrrolidino-phenylphosphine